CN(NC)CC=1N(C2=CC=CC=C2C1)CCC(NC(C(NCCOCCOCCOCCOCCC(N(C(C(=O)[O-])C)C)=O)=O)CO)=O 25-(2-((1,2-dimethylhydrazinyl)methyl)-1H-indol-1-yl)-21-(hydroxymethyl)-2,3-dimethyl-4,20,23-trioxo-7,10,13,16-tetraoxa-3,19,22-triazapentacosan-1-oate